C(C)(C)(C)[C@@H]1CC=2C=C3C(=NC2CC1)SC(=N3)C(=O)N[C@H](CC[NH+]3C[C@@H](CC3)O)C=3C=NC(=CC3)NS(N(C)C)(=O)=O |r| rac-(7S)-7-tert-butyl-N-[rac-(1R)-1-[6-(dimethylsulfamoylamino)-3-pyridyl]-3-[rac-(3R)-3-hydroxypyrrolidin-1-ium-1-yl]propyl]-5,6,7,8-tetrahydrothiazolo[5,4-b]quinoline-2-carboxamide